C(C)(=O)OC1=CC=C(C=C1)C1=CC(=CC=C1OC)C(=O)O 4'-acetoxy-6-methoxybiphenyl-3-carboxylic acid